9-β-D-arabinosyl-2-fluoroadenine monophosphate P(=O)(O)(O)O.[C@@H]1([C@@H](O)[C@H](O)[C@H](O)CO1)N1C2=NC(=NC(=C2N=C1)N)F